22-chloro-5,7-difluoro-12,23-dimethoxy-20-oxa-2λ6-thia-3,11,19-triazapentacyclo[16.5.2.14,8.09,14.021,25]hexacosa-1(24),4(26),5,7,9(14),10,12,18,21(25),22-decaene 2,2-dioxide ClC=1C=2ON=C3CCCC=4C=C(N=CC4C4=C(C=C(C(NS(C(C1OC)=CC23)(=O)=O)=C4)F)F)OC